OC(CCOCCCOCC(=O)O)CCOS(=O)(=O)C1=CC=C(C)C=C1 2-(3-(3-hydroxy-5-(tosyloxy)pentoxy)propoxy)acetic acid